tetraacetylvitamin C C(C)(=O)C([C@@]([C@@]1(C(O)=C(O)C(O1)=O)C(C)=O)(O)C(C)=O)(O)C(C)=O